O=C1N(C=2C(C(N1)=O)C=CC2)CCC(=O)O 2,4-dioxo-1H-cyclopentapyrimidine-1-propanoic acid